4-[2-(2,4-difluorophenoxy)-5-{[4-(ethylsulfonyl)piperazin-1-yl]carbonyl}phenyl]-6-methyl-1,6-dihydro-7H-pyrrolo[2,3-c]pyridin-7-one FC1=C(OC2=C(C=C(C=C2)C(=O)N2CCN(CC2)S(=O)(=O)CC)C=2C3=C(C(N(C2)C)=O)NC=C3)C=CC(=C1)F